C1(=CC(=CC=C1)C1=NC(=NC=C1Cl)NC1CCC(CC1)N)C1=CC=CC=C1 N1-(4-([1,1'-biphenyl]-3-yl)-5-chloropyrimidin-2-yl)cyclohexane-1,4-diamine